(propane-2,2-diylbis(3-ethyl-1,5-dioxaspiro[5.5]undecane-9,3-diyl))dimethanol CC(C)(C1CCC2(OCC(CO2)(CC)CO)CC1)C1CCC2(OCC(CO2)(CC)CO)CC1